(S)-3-(Dimethylamino)propane-1,2-diol CN(C[C@@H](CO)O)C